2-(2-{2-[(2R)-4-[4-chloro-2-(trifluoromethyl)benzoyl]-2-ethylpiperazin-1-yl]-5-(2-ethoxypyridin-3-yl)phenyl}-1H-imidazol-1-yl)ethan-1-amine ClC1=CC(=C(C(=O)N2C[C@H](N(CC2)C2=C(C=C(C=C2)C=2C(=NC=CC2)OCC)C=2N(C=CN2)CCN)CC)C=C1)C(F)(F)F